BrC=1C=C2C(=C(C=NC2=CC1)C=1N=NN(C1)CCC(C)C)NC(C)C 6-bromo-3-(1-isopentyl-1H-1,2,3-triazol-4-yl)-N-isopropylquinolin-4-amine